tert-butyl N-[(1S)-1-[([[2-(2-chloro-4-nitrophenyl)ethyl]-sulfanyl]methyl)carbamoyl]ethyl]carbamate ClC1=C(C=CC(=C1)[N+](=O)[O-])CCSCNC(=O)[C@H](C)NC(OC(C)(C)C)=O